2'-chloro-5'-methoxy-N-(5-(5-methoxypyridin-2-yl)thiazolo[5,4-b]pyridin-2-yl)-6-methyl-[4,4'-bipyridine]-3-carboxamide ClC1=NC=C(C(=C1)C1=C(C=NC(=C1)C)C(=O)NC=1SC2=NC(=CC=C2N1)C1=NC=C(C=C1)OC)OC